1-Ethyl-3-(5-(2-fluoro-5-((4-oxo-3,4-dihydrophthalazin-1-yl)methyl)phenyl)-1H-benzoimidazol-2-yl)urea C(C)NC(=O)NC1=NC2=C(N1)C=CC(=C2)C2=C(C=CC(=C2)CC2=NNC(C1=CC=CC=C21)=O)F